N-[1-(2,6-Difluoro-4-methoxyphenyl)-4-(4-methylpiperazine-1-carbonyl)-1H-imidazol-2-yl]-4-(difluoromethoxy)benzamide FC1=C(C(=CC(=C1)OC)F)N1C(=NC(=C1)C(=O)N1CCN(CC1)C)NC(C1=CC=C(C=C1)OC(F)F)=O